5-((tert-butoxycarbonyl)amino)-1-(tetrahydro-2H-pyran-2-yl)-1H-indazole-3-carboxylic acid, lithium salt [Li+].C(C)(C)(C)OC(=O)NC=1C=C2C(=NN(C2=CC1)C1OCCCC1)C(=O)[O-]